BrC1=CC=C(C(=C1C#N)OC1C(CN(CC1)C)(F)F)OC([2H])([2H])[2H] 6-bromo-2-((3,3-difluoro-1-methylpiperidin-4-yl)oxy)-3-(methoxy-d3)-benzonitrile